C(C)(C)(C)OC([C@H](C(C)C)N(C(=O)[C@@H]1[C@@H](C1)C(=O)O)C)=O (1R,2S)-2-{[(2S)-1-(tert-butoxy)-3-methyl-1-oxobutan-2-yl](methyl)carbamoyl}cyclopropane-1-carboxylic acid